(((5-bromo-2-methylphenyl)thio)ethynyl)trimethylsilane BrC=1C=CC(=C(C1)SC#C[Si](C)(C)C)C